ClC1=CC=C(C=C1)N1N=C(C=C1)OC(C=C(C(C(=O)NC)OC)C)=N 5-[1-(4-chlorophenyl)pyrazol-3-yl]oxy-2-methoxy-imino-N,3-dimethyl-pent-3-enamide